(1S,2S)-7-(ethylsulfonyl)-2-((S)-5H-imidazo[5,1-a]isoindol-5-yl)-7-azaspiro[3.5]nonan-1-ol C(C)S(=O)(=O)N1CCC2(C[C@H]([C@@H]2O)[C@@H]2N3C(C4=CC=CC=C24)=CN=C3)CC1